FC1=C(C=C(C(=C1)C(F)(F)F)F)NS(=O)(=O)C1=CN(C=C1)S(=O)(=O)C1=CC=C(C=C1)C N-[2,5-difluoro-4-(trifluoromethyl)phenyl]-1-(4-methylbenzenesulfonyl)pyrrole-3-sulfonamide